(3-amino-1-hydroxypropane-1,1-diyl)bisphosphonic acid NCCC(O)(P(O)(O)=O)P(O)(O)=O